4-(difluoromethyl)-5-[4-(morpholin-4-yl)-6-[4-({2-[2-(prop-2-yn-1-yloxy)ethoxy]ethyl}amino)piperidin-1-yl]-1,3,5-triazin-2-yl]pyrimidin-2-amine FC(C1=NC(=NC=C1C1=NC(=NC(=N1)N1CCOCC1)N1CCC(CC1)NCCOCCOCC#C)N)F